C(C)(=O)C1=NN(C2=CC=C(C=C12)C=1C=NC(=NC1)OC1CS(C1)(=O)=O)CC(=O)N1[C@@H]2C[C@@]2(C[C@H]1C(=O)NC1=NC(=CC=C1)Br)C (1R,3S,5R)-2-(2-(3-acetyl-5-(2-((1,1-dioxidothietan-3-yl)oxy)pyrimidin-5-yl)-1H-indazol-1-yl)acetyl)-N-(6-bromopyridin-2-yl)-5-methyl-2-azabicyclo[3.1.0]hexane-3-carboxamide